N1C(=CC2=CC=CC=C12)C(=O)N1CC=2N(CC1)N=CC2C(=O)N(C2COC2)C 5-(1H-indole-2-carbonyl)-N-methyl-N-(oxetan-3-yl)-4H,5H,6H,7H-pyrazolo[1,5-a]pyrazine-3-carboxamide